C(CCC)N1C(C2(C3=CC(=CC=C13)Cl)C(=CC1(C(OC3=C(C12)C=C(C=C3)Cl)C3=CC(=CC=C3)OC)[N+](=O)[O-])C#N)=O butyl-5',8-dichloro-4-(3-methoxyphenyl)-3a-nitro-2'-oxo-3a,9b-dihydro-4H-spiro[cyclopenta[c]benzopyran-1,3'-indoline]-2-carbonitrile